6-bromo-8-methyl-2-sulfanyl-5-[2-(triisopropylsilyl)ethynyl]pyrido[2,3-d]pyrimidin-7-one BrC1=C(C2=C(N=C(N=C2)S)N(C1=O)C)C#C[Si](C(C)C)(C(C)C)C(C)C